nonadecanoic acid tert-butyl ester C(C)(C)(C)OC(CCCCCCCCCCCCCCCCCC)=O